FC1=CC(=C(N[C@H](C)C=2C=C(C=C3C(N(C(=NC23)C2CCOCC2)C)=O)C)C=C1)N1CCC(CC1)O 8-[(1R)-1-[4-fluoro-2-(4-hydroxy-1-piperidyl)anilino]ethyl]-3,6-dimethyl-2-tetrahydropyran-4-yl-quinazolin-4-one